5-bromo-7-((trans)-4-(4-methylpiperazin-1-yl)cyclohexyl)pyrrolo[2,1-f][1,2,4]Triazin-4-amine BrC=1C=C(N2N=CN=C(C21)N)[C@@H]2CC[C@H](CC2)N2CCN(CC2)C